N(=[N+]=[N-])CC1CCN(CC1)C1=CC=C(N=N1)C(=O)NC1CCC(CC1)OC1=CC(=C(C=C1)C#N)Cl 6-(4-(azidomethyl)piperidin-1-yl)-N-((1r,4r)-4-(3-chloro-4-cyanophenoxy)-cyclohexyl)pyridazine-3-carboxamide